5-(3-(2,2-difluoroethyl)-2-methyl-3H-imidazo[4,5-b]pyridin-5-yl)-N-((3R,4R)-4-fluoro-1-(oxetan-3-yl)pyrrolidin-3-yl)pyrrolo[2,1-f][1,2,4]triazin-2-amine FC(CN1C(=NC=2C1=NC(=CC2)C=2C=CN1N=C(N=CC12)N[C@@H]1CN(C[C@H]1F)C1COC1)C)F